4-(3-(3-aminopropyl)phenoxy)butanamide NCCCC=1C=C(OCCCC(=O)N)C=CC1